C(C1=CC=CC=C1)OC1=NC(=CC=C1N1C(N(C2=C1C=CC(=C2)C2C(CN(CC2)C(=O)OC(C)(C)C)O)C)=O)OCC2=CC=CC=C2 tert-butyl 4-[1-(2,6-dibenzyloxy-3-pyridyl)-3-methyl-2-oxo-benzimidazol-5-yl]-3-hydroxy-piperidine-1-carboxylate